N-{1-[(difluoromethoxy)methyl]cyclopropyl}-5-(6-fluoro-4-methyl-1H-indole-2-carbonyl)-4H,5H,6H,7H-pyrazolo[1,5-a]pyrazine-3-carboxamide FC(OCC1(CC1)NC(=O)C=1C=NN2C1CN(CC2)C(=O)C=2NC1=CC(=CC(=C1C2)C)F)F